(3S,4S,5R,6R)-4,5-dihydroxy-6-(2,2,2-trifluoroacetamido)piperidine-3-carboxylic acid O[C@H]1[C@H](CN[C@@H]([C@H]1O)NC(C(F)(F)F)=O)C(=O)O